(3S,4S)-8-(5-((7-Chloro-2-((dimethyl(oxo)-λ6-sulfenyl)amino)benzo[d]thiazole-6-yl)thio)-3-(hydroxymethyl)-6-methylpyrazin-2-yl)-3-methyl-2-oxa-8-azaspiro[4.5]decane ClC1=C(C=CC=2N=C(SC21)N=S(=O)(C)C)SC=2N=C(C(=NC2C)N2CCC1(C[C@@H](OC1)C)CC2)CO